CN1CCN(CC1)C1CCC(CC1)N1N=C(C=2C1=NC=NC2N)C2=CC=C(C=C2)OC2=CC=CC=C2 1-((1r,4r)-4-(4-methylpiperazin-1-yl)cyclohexyl)-3-(4-phenoxyphenyl)-1H-pyrazolo[3,4-d]pyrimidin-4-amine